C(C)S(=O)(=O)O.CN1CCN(CC1)CC(=O)N(C)C1=CC=C(N\C(\C2=CC=CC=C2)=C\2/C(NC3=CC(=CC=C23)C(=O)OC)=O)C=C1 3-Z-[1-(4-(N-((4-methyl-piperazin-1-yl)-methylcarbonyl)-N-methyl-amino)-anilino)-1-phenyl-methylene]-6-methoxycarbonyl-2-indolinone monoethanesulphonate